NC1=CC(=C(C=C1OC)N1CCC(CC1)N1CCN(CC1)C1=CC=C(C=C1)N1C(NC(CC1)=O)=O)C=1C=NN(C1)C 1-(4-(4-(1-(4-amino-5-methoxy-2-(1-methyl-1H-pyrazol-4-yl)phenyl)piperidine-4-yl)piperazin-1-yl)phenyl)dihydropyrimidine-2,4(1H,3H)-dione